NCCCC1=CC=C(C=C1)C1=N[C@H](C=2N(C3=C1C(=C(S3)C)C)C(=NN2)C)CC(=O)OC(C)(C)C tert-butyl (S)-2-(4-(4-(3-aminopropyl)phenyl)-2,3,9-trimethyl-6H-thieno[3,2-f][1,2,4]triazolo[4,3-a][1,4]diazepin-6-yl)acetate